IC1=CC=C(CN2C3=NC(=NC=C3N(C2=O)C)C2=C(C=CC=C2)C(C)C)C=C1 9-(4-Iodobenzyl)-2-(2-isopropylphenyl)-7-methyl-7,9-dihydro-8H-purin-8-one